C(CCCC)C(CO)CCCCC 2-pentylheptan-1-ol